N-(4-{[6-{[3-(diethylamino)propyl]oxy}-7-(methyloxy)quinolin-4-yl]oxy}-3-fluorophenyl)-N'-(4-fluorophenyl)cyclopropane-1,1-dicarboxamide C(C)N(CCCOC=1C=C2C(=CC=NC2=CC1OC)OC1=C(C=C(C=C1)NC(=O)C1(CC1)C(=O)NC1=CC=C(C=C1)F)F)CC